6-(2-(2,5-difluorobenzyl)-1-oxo-2,8-diazaspiro[4.5]Decan-8-yl)pyridazine-3-carbonitrile FC1=C(CN2C(C3(CC2)CCN(CC3)C3=CC=C(N=N3)C#N)=O)C=C(C=C1)F